4-(2-(2-(difluoromethoxy)phenyl)-3-methyl-7-oxo-4,7-dihydropyrazolo[1,5-a]pyrimidin-5-yl)benzonitrile FC(OC1=C(C=CC=C1)C1=NN2C(NC(=CC2=O)C2=CC=C(C#N)C=C2)=C1C)F